BrC=1C2=C(N=CN1)NC=C2 4-bromo-7H-pyrrolo[2,3-d]pyrimidine